Cl.COC(CC1NCC(C1)F)=O (4-Fluoro-pyrrolidin-2-yl)-acetic acid methyl ester hydrochloride